FC1(COC2=C(O1)C=CC=C2)F Difluoro-1,4-benzodioxane